BrC=1C(=C(C(N(C1)CCC)=O)C)C 5-bromo-3,4-dimethyl-1-propylpyridin-2(1H)-one